4-(((benzyloxy)carbonyl)amino)-[1,4'-bipiperidine]-1'-carboxylate C(C1=CC=CC=C1)OC(=O)NC1CCN(CC1)C1CCN(CC1)C(=O)[O-]